C(CCCC)[N-]CCCCC.C(CCCC)[N-]CCCCC.[Al+2] aluminum bis(di(n-pentyl)amide)